[Na+].P(=O)([O-])([O-])OC=1C(=C2C=CC=CC2=CC1)C1=CC=CC2=CC=CC=C12.[Na+] (R)-(-)-binaphthol phosphate sodium salt